CCC(C)C Iso-pentan